(S)-6-(4-(1-(2-aminopropyl)-6-oxo-1,6-dihydropyridine-3-carbonyl)piperazin-1-yl)nicotinonitrile N[C@H](CN1C=C(C=CC1=O)C(=O)N1CCN(CC1)C1=NC=C(C#N)C=C1)C